C(C)(C)(C)OC(=O)N1CCN(CC1)CC=1C=C2C(=NC(=NN2C1)C=1C=NC(=CC1C(F)(F)F)NC(=O)OC)N1CCOCC1 4-((2-(6-((methoxycarbonyl)amino)-4-(trifluoromethyl)pyridin-3-yl)-4-morpholinopyrrolo[2,1-f][1,2,4]triazin-6-yl)methyl)piperazine-1-carboxylic acid tert-butyl ester